COC1=CC=CC=2N(C3=CC=CC(=C3C(C12)C1=CC=CC=C1)OC)C1=CC=CC=C1 1,8-dimethoxy-9,10-diphenylacridine